CC(CCCCCC)N(C(C)=O)C(CCCCCC)C N,N-di(1-methylheptyl)acetamide